(RS)-4-(3-aminopiperidin-1-yl)-2,3-dimethyl-1H-indole-7-carboxamide N[C@H]1CN(CCC1)C1=C2C(=C(NC2=C(C=C1)C(=O)N)C)C |r|